undeca-2Z,4E-diene-8,10-diynoic acid 2-methylbutylamide CC(CNC(\C=C/C=C/CCC#CC#C)=O)CC